2-[3-[2-[[(R)-phenyl-[(3R)-1,2,3,4-tetrahydropyrido[2,3-b]pyrazin-3-yl]methyl]amino]ethyl]-4-(trifluoromethyl)phenyl]acetic acid C1(=CC=CC=C1)[C@H]([C@H]1CNC2=C(N1)N=CC=C2)NCCC=2C=C(C=CC2C(F)(F)F)CC(=O)O